rel-2-((3R,4S)-4-(((6-(ethyl(4-(trifluoromethyl)benzyl)amino)-5-fluoropyrimidin-4-yl)amino)methyl)-3,4-dihydroxypiperidin-1-yl)acetamide C(C)N(C1=C(C(=NC=N1)NC[C@@]1([C@@H](CN(CC1)CC(=O)N)O)O)F)CC1=CC=C(C=C1)C(F)(F)F |o1:11,12|